(R)-5-Methyl-1-(1-(4-(1-methylazepan-4-yl)benzyl)-1H-indol-5-yl)-1H-pyrazol-3-carboxamid CC1=CC(=NN1C=1C=C2C=CN(C2=CC1)CC1=CC=C(C=C1)[C@H]1CCN(CCC1)C)C(=O)N